tert-butyl N-[3-[(4-bromo-5-chloro-2-pyridyl)carbamoyl]cyclohexyl]carbamate BrC1=CC(=NC=C1Cl)NC(=O)C1CC(CCC1)NC(OC(C)(C)C)=O